C(=O)(O)CN(CCNC1=CC=C(CC(C(=O)O)C(=O)O)C=C1)C 2-(4-((2-((carboxymethyl)(methyl)amino)ethyl)amino)benzyl)propanedioic acid